Br.Br.NC1CC(CC(C1)N)N 1,3,5-triaminocyclohexane dihydrobromide